bisanthracene dihydrochloride Cl.Cl.C1=CC=CC2=CC3=CC=CC=C3C=C12.C1=CC=CC2=CC3=CC=CC=C3C=C12